O1CCC(C2=CC=CC=C12)CC(=O)O 2-(chroman-4-yl)-acetic acid